C(C)(=O)NC1=C(CNC(=O)C=2N=C(SC2)C#C)C=CC=C1 N-(2-acetamidobenzyl)-2-ethynylthiazole-4-carboxamide